N(CCC1=CC(O)=C(O)C=C1)C(C(CC(=O)O)(O)C(=O)O)C(=O)O dopaminecitric acid